5-amino-1-(3,3-difluorocyclobutyl)-3-(6-fluoro-7-((5-fluoro-2-methoxybenzamido)methyl)-1H-indol-4-yl)-1H-pyrazole-4-carboxamide NC1=C(C(=NN1C1CC(C1)(F)F)C1=C2C=CNC2=C(C(=C1)F)CNC(C1=C(C=CC(=C1)F)OC)=O)C(=O)N